FC1=NC(=CC=C1C(=O)OC)NCC1=CC=C(C=C1)OC methyl 2-fluoro-6-[(4-methoxyphenyl)methylamino]pyridine-3-carboxylate